BrC=1C=C2C(=CNC2=CC1)C=1SC=C(N1)C(=O)NN=CC=1OC=CC1 2-(5-bromo-1H-indol-3-yl)-N'-(furan-2-ylmethylene)thiazole-4-carbohydrazide